C(=O)(O)CCC(=O)C1=CC2=C(S1)C=C(C(=C2F)OCCCC2=CC1=C(SC(=C1)C(CCC(=O)O)=O)C=C2OC)OC 4-(5-(3-((2-(3-carboxypropanoyl)-4-fluoro-6-methoxybenzo[b]thiophen-5-yl)oxy)propyl)-6-methoxybenzo[b]thiophen-2-yl)-4-oxobutanoic acid